N-[5-(2,6-difluoro-4-methoxyphenyl)-2-[6-(difluoromethoxy)pyridin-2-yl]-1-methyl-3-oxo-2,3-dihydro-1H-pyrazol-4-yl]-4-(difluoromethoxy)benzamide FC1=C(C(=CC(=C1)OC)F)C1=C(C(N(N1C)C1=NC(=CC=C1)OC(F)F)=O)NC(C1=CC=C(C=C1)OC(F)F)=O